N-[[6-[2-(2-amino-3-pyridyl)-5-phenyl-imidazo[4,5-b]pyridin-3-yl]-3-pyridyl]methyl]-4-(5-hydroxy-3-methyl-pyrazol-1-yl)benzamide NC1=NC=CC=C1C1=NC=2C(=NC(=CC2)C2=CC=CC=C2)N1C1=CC=C(C=N1)CNC(C1=CC=C(C=C1)N1N=C(C=C1O)C)=O